(S)-3-(methoxymethyl)morpholine hydrochloride Cl.COC[C@@H]1NCCOC1